N-(1-isobutylpiperidin-4-yl)-5-(8-methyl-[1,2,4]triazolo[1,5-a]pyridin-6-yl)-4-(2,2,2-trifluoroethyl)-1H-pyrazole-3-carboxamide C(C(C)C)N1CCC(CC1)NC(=O)C1=NNC(=C1CC(F)(F)F)C=1C=C(C=2N(C1)N=CN2)C